2,3-dihydroxy-5-(3,5,7-trihydroxy-4-oxo-4H-chromen-2-yl)phenolate OC1=C(C=C(C=C1O)C=1OC2=CC(=CC(=C2C(C1O)=O)O)O)[O-]